4,5-bis[3,4-bis(mercaptomethylthio)-6-mercapto-2,5-dithiahexylthio]-1,3-dithiacyclopentane SCSC(SCSC1SCSC1SCSC(C(SCS)SCS)SCS)C(SCS)SCS